perfluorophenyl 7-((bis(2-((3-methylbutanoyl) thio)ethoxy)phosphoryl)difluoromethyl)-2-naphthoate CC(CC(=O)SCCOP(=O)(OCCSC(CC(C)C)=O)C(C1=CC=C2C=CC(=CC2=C1)C(=O)OC1=C(C(=C(C(=C1F)F)F)F)F)(F)F)C